CS(=O)(=O)C=1C(=CC2=C(NC=N2)C1)C(F)(F)F 6-Methanesulfonyl-5-trifluoromethyl-1H-benzoimidazol